2-ethylhexyl 1H-imidazole-1-carboxylate N1(C=NC=C1)C(=O)OCC(CCCC)CC